N-methyl-N-(3-nitrophenylmethyl)aniline CN(C1=CC=CC=C1)CC1=CC(=CC=C1)[N+](=O)[O-]